Methyl (S)-1-(5-bromo-4-fluoropyridin-2-yl)pyrrolidine-3-carboxylate BrC=1C(=CC(=NC1)N1C[C@H](CC1)C(=O)OC)F